N1CCC2(CC1)C(C1=C(N=CS1)C2)N 4,6-dihydrospiro[cyclopenta[d]thiazol-5,4'-piperidin]-6-amine